(2R,6S)-N-(2,4-difluorobenzyl)-9-hydroxy-8,10-dioxo-3,4,5,6,8,10,14,14a-octahydro-2H-2,6-methanopyrido[1',2':4,5]pyrazino[2,1-b][1,3]oxazocine-11-carboxamide FC1=C(CNC(=O)C=2C(C(=C3N(CC4O[C@@H]5CCC[C@H](N4C3=O)C5)C2)O)=O)C=CC(=C1)F